NC1=C(C=CC=C1)C1=NC(=NC=C1)NC1=CC=C(C=C1)C(F)(F)F 4-(2-aminophenyl)-N-(4-(trifluoromethyl)phenyl)pyrimidin-2-amine